(3,5-dimethyl-2-pyridinyl)methanol CC=1C(=NC=C(C1)C)CO